ClC=1C=C(C=C(C1)Cl)NC(=O)C1(OCOC1)C(=O)O 4-[(3,5-dichlorophenyl)carbamoyl]-1,3-dioxolan-4-carboxylic acid